C(C1=CC=CC=C1)N(C(O)=O)[C@@H]1[C@H]([C@@H](NC2=CC(=CN=C12)Br)C1CCCC1)C.FC(CC[Si](OC)(OC)OC)(F)F |r| trifluoropropyl-trimethoxysilane Benzyl-((2SR,3SR,4RS)-7-bromo-2-cyclopentyl-3-methyl-1,2,3,4-tetrahydro-1,5-naphthyridin-4-yl)carbamate